C(#N)CC1CC(C1)(C1=NN=CN1C)C=1C=C(C=CC1)NC(=O)C=1C=2N(C=C(C1)CN[C@@H]1CC(CC1)(F)F)C=CN2 N-(3-((1s,3R)-3-(cyanomethyl)-1-(4-methyl-4H-1,2,4-triazol-3-yl)cyclobutyl)phenyl)-6-((((S)-3,3-difluorocyclopentyl)amino)methyl)imidazo[1,2-a]pyridine-8-carboxamide